C(#N)C(C)(C)C=1C=C(C(=O)NC=2C=NC(=C(C2)C=2C=NC3=CC(=NC=C3C2)NC)C)C=CN1 2-(2-cyanopropan-2-yl)-N-(6-methyl-5-(7-(methylamino)-1,6-naphthyridin-3-yl)pyridin-3-yl)isonicotinamide